C(C1=CC=CC=C1)OC1CN(CC(C1)C(N(C)OC)=O)C(=O)OC(C)(C)C tert-Butyl 3-benzyloxy-5-(methoxy(methyl)carbamoyl)piperidine-1-carboxylate